C(#N)C1=CC(=C(C=C1)[C@H]1C(=C(NC2=C(C=NC(=C12)OCC)C)C)C(=O)N)OC |r| racemic-(4r,4s)-4-(4-cyano-2-methoxyphenyl)-5-ethoxy-2,8-dimethyl-1,4-dihydro-1,6-naphthyridine-3-carboxamide